C(C)(C)(C)OC([C@H](C(C)C)N(C(=O)C1CN(CC1)CC#C)C)=O (2S)-3-methyl-2-[methyl-(1-prop-2-ynylpyrrolidine-3-carbonyl)amino]butanoic acid tert-butyl ester